NC1CCC(CC1)N(C=1C=C(C(=NC1)C#N)C(F)(F)F)C 5-[(4-aminocyclohexyl)-methyl-amino]-3-(trifluoromethyl)pyridine-2-carbonitrile